3-(4-aminophenyl)-N-(2-thienylmethyl)imidazo[1,2-b]pyridazin-6-amine NC1=CC=C(C=C1)C1=CN=C2N1N=C(C=C2)NCC=2SC=CC2